(2RS)-4,4-difluoro-2-(4-fluorophenyl)butanoyl chloride FC(C[C@@H](C(=O)Cl)C1=CC=C(C=C1)F)F |r|